NC1=NC=CC=C1C1=NC=2C(=NC(=CC2)C2=NC=C(N=C2)OC)N1C=1C=C2CC[C@@H](C2=CC1)NC(C1=CC(=C(C=C1)O)C=O)=O (S)-N-(5-(2-(2-aminopyridin-3-yl)-5-(5-methoxypyrazin-2-yl)-3H-imidazo[4,5-b]pyridin-3-yl)-2,3-dihydro-1H-inden-1-yl)-3-formyl-4-hydroxybenzamide